ClC1=CC=C(CC2(C[C@@H]3[C@@H](CN(C3)CC(=O)C3=NC=C(C=C3)O)C2)O)C=C1 2-((3aR,5r,6aS)-5-(4-chlorobenzyl)-5-hydroxyhexa-hydrocyclopenta[c]pyrrol-2(1H)-yl)-1-(5-hydroxypyridin-2-yl)ethanone